O1CCC(CC1)CSCC1CCOCC1 Bis((tetrahydro-2H-pyran-4-yl)methyl)sulfane